methyl 6-[[5-(methylcarbamoyl)-1-naphthyl]oxy]pyridine-3-carboxylate CNC(=O)C1=C2C=CC=C(C2=CC=C1)OC1=CC=C(C=N1)C(=O)OC